BrC=1C=C2C(=C(C=NC2=CC1)S(=O)(=O)N)O 6-bromo-4-hydroxy-quinoline-3-sulfonamide